N-(5-cyclobutyl-1H-pyrazol-3-yl)-4-morpholino-6-(pyridin-4-yl)furo[3,2-d]pyrimidin-2-amine C1(CCC1)C1=CC(=NN1)NC=1N=C(C2=C(N1)C=C(O2)C2=CC=NC=C2)N2CCOCC2